tert-butyl (R)-4-(2-(3,6-dihydro-2H-pyran-4-yl)-7-oxo-4,7-dihydro-[1,2,4]triazolo[1,5-a]pyrimidin-5-yl)pentanoate O1CCC(=CC1)C1=NN2C(NC(=CC2=O)[C@@H](CCC(=O)OC(C)(C)C)C)=N1